CCCCNCCNCCNCCCCC 5,8,11-triazahexadecan